piperidine bis(trifluoromethanesulfonyl)imide salt [N-](S(=O)(=O)C(F)(F)F)S(=O)(=O)C(F)(F)F.N1CCCCC1